2-(benzyloxycarbonyl-amino)acrylic acid methyl ester COC(C(=C)NC(=O)OCC1=CC=CC=C1)=O